C1=CC=CC=2C3=CC=CC=C3C(C12)COC(=O)N[C@H](C(=O)NC1=CC=C(C=C1)C[C@H](C(=O)OC)NC(=O)OC(C)(C)C)C1CCC(CC1)(F)F Methyl (R)-3-(4-((S)-2-((((9H-fluoren-9-yl)methoxy)carbonyl)amino)-2-(4,4-difluorocyclohexyl)acetamido)phenyl)-2-((tert-butoxycarbonyl)amino)propanoate